8-(3-(Benzo[d][1,3]Dioxol-5-Yloxy)Propyl)-6,6a,7,8,9,10-Hexahydropyrazino[1,2-a]Thieno[4,3,2-De]Quinoline O1COC2=C1C=CC(=C2)OCCCN2CC1N(C=3C=CC=C4C3C(C1)=CS4)CC2